1-phenyl-3-methylimidazolin C1(=CC=CC=C1)N1CN(CC1)C